7-chloro-1-methyl-5-phenyl-1H-1,4-benzodiazepine-2(3H)-one ClC=1C=CC2=C(C(=NCC(N2C)=O)C2=CC=CC=C2)C1